endo-caffeine N1(C)C(=O)N(C)C=2N=CN(C)C2C1=O